C1(=CC=CC2=CC=CC=C12)N(C1=CC=CC=C1)C1=CC=C(C=C1)C1=CC=C(C=C1)N(C1=CC=CC2=CC=CC=C12)C1=CC=CC=C1 4,4'-bis[N-(naphthyl)-N-Phenyl-amino]biphenyl